1-p-tolyl-4-o-bromophenyl-1H-1,2,3-triazole C1(=CC=C(C=C1)N1N=NC(=C1)C1=C(C=CC=C1)Br)C